4-((6-methoxy-3-methyl-1,2,3,4-tetrahydro-9H-pyrido[3,4-b]indol-9-yl)methyl)benzenesulfonamide COC=1C=C2C3=C(N(C2=CC1)CC1=CC=C(C=C1)S(=O)(=O)N)CNC(C3)C